N1(C=NC=C1)C=1C=CC=2N(C1)C=C(N2)NC(C2=CC=C(C=C2)NC(CCCCCCCCCCCCCCC)=O)=O N-(6-(1H-imidazol-1-yl)imidazo[1,2-a]pyridin-2-yl)-4-palmitoylaminobenzamide